C(CCCCCCCCCCCCCCCC)(=O)OCCCCCCCCCCCCCCCCCCCCCCCCCCCC montanyl heptadecanoate